COC(C1=NC(=C(C=C1)O)I)=O 5-hydroxy-6-iodopicolinic acid methyl ester